2-((1S,2R,4R)-bicyclo[2.2.1]Hept-2-yl)-N4,6-diphenyl-1,3,5-triazine-2,4-diamine [C@H]12[C@@H](C[C@H](CC1)C2)C2(NC(=NC(=N2)NC2=CC=CC=C2)C2=CC=CC=C2)N